NC1=NC=C(C2=C1C(=C(N2C)C2=C(C=C(C=C2)NC(=O)C(=C)F)C)C=2C=C(C(=NC2)C(=O)NCC(F)(F)F)Cl)C#CCN(C)C 5-{4-amino-7-[3-(dimethylamino)prop-1-ynyl]-2-{4-[(2-fluoroacrylamino)]-2-methylphenyl}-1-methylpyrrolo[3,2-c]pyridin-3-yl}-3-chloro-N-(2,2,2-trifluoroethyl)pyridine-2-carboxamide